OC=1C=C(C=C(C1C=1SC(=NN1)N(C1CC(NC(C1)(C)C)(C)C)C)OC(F)(F)F)C1=CC(N(C=C1)C)=O 4-(3-hydroxy-4-(5-(methyl(2,2,6,6-tetramethylpiperidin-4-yl)amino)-1,3,4-thiadiazol-2-yl)-5-(trifluoromethoxy)phenyl)-1-methylpyridin-2(1H)-one